C1(CC1)C=1C=NN2C1N=C(C=C2NCC2=C(C=C(C=C2)C2=CC=CC=C2)F)NC[C@@H]2[C@H](CNCC2)O (3R,4R)-4-(((3-cyclopropyl-7-(((3-fluoro-[1,1'-biphenyl]-4-yl)methyl)amino)pyrazolo[1,5-a]pyrimidin-5-yl)amino)methyl)piperidin-3-ol